tert-butyl-3-iodo-7-(4-methylpiperazin-1-yl)isochroman C(C)(C)(C)C1OC(CC2=CC=C(C=C12)N1CCN(CC1)C)I